3,4-Methylendioxy-N-ethylamphetamin C1OC=2C=C(CC(NCC)C)C=CC2O1